O=C1NC(CCC1N1C(C=2C=CC=C(C2C1=O)C=O)=O)=O 2-(2,6-dioxopiperidin-3-yl)-1,3-dioxoisoindoline-4-carbaldehyde